endo-N-(7-cyano-7-azabicyclo[2.2.1]heptan-2-yl)-1-(4-(2-methyl-2-propanyl)-2-pyrimidinyl)-2,3-dihydro-1H-indole-5-carboxamide C(#N)N1C2C(CC1CC2)NC(=O)C=2C=C1CCN(C1=CC2)C2=NC=CC(=N2)C(C)(C)C